ClC=1C=C2C(=NC1)[C@]1([C@@](O2)([C@@H]([C@H]([C@H]1O)C(=O)N(C)C)C1=CC=CC=C1)C1=CC=C(C=C1)C)O (5aR,6S,7R,8R,8aS)-3-chloro-8,8a-dihydroxy-N,N-dimethyl-6-phenyl-5a-(p-tolyl)-5a,7,8,8a-tetrahydro-6H-cyclopenta[4,5]furo[3,2-b]pyridine-7-carboxamide